[CH-]1C=CC=C1.[CH-]1C=CC=C1.[Ru+2].[Ru] ruthenium (Ruthenocene)